C(C)(C)(C)OC(=O)N([C@H](C(=O)N(C)[C@@H](C(=O)O)CCC1=NC(=NO1)C1=CC=CC=C1)CC(C)C)C (R)-2-((S)-2-((tert-Butoxycarbonyl)(methyl)amino)-N,4-dimethylpentanamido)-4-(3-phenyl-1,2,4-oxadiazol-5-yl)butanoic acid